(1-carboxyethyl)-iminodiacetic acid C(=O)(O)C(C)C(C(=O)O)NCC(=O)O